CC1=C(C2=C(C=CO2)C=C1)C 6,7-dimethyl-benzofurane